(S)-1-(3-(8-amino-1-((3,5-dimethoxyphenoxy)methyl)imidazo[1,5-a]pyrazin-3-yl)pyrrolidin-1-yl)prop-2-en-1-one NC=1C=2N(C=CN1)C(=NC2COC2=CC(=CC(=C2)OC)OC)[C@@H]2CN(CC2)C(C=C)=O